N[C@@H](CCSC)C(=O)O.[Se] selenium methionine